BrC=1C=C(C=NC1)C(C(=O)O)CC(F)F 2-(5-bromopyridin-3-yl)-4,4-difluorobutanoic acid